4-methoxyimino-1-[(2'-methyl-1,1'-biphenyl-4-yl)carbonyl]-L-proline CON=C1C[C@H](N(C1)C(=O)C1=CC=C(C=C1)C1=C(C=CC=C1)C)C(=O)O